2-[(2R,3S,4R,5R)-3,4-dihydroxy-5-[2-(2-methylpropanamido)-6-oxo-1H-purin-9-yl]tetrahydrofuran-2-yl]acetic acid O[C@@H]1[C@H](O[C@H]([C@@H]1O)N1C=2N=C(NC(C2N=C1)=O)NC(C(C)C)=O)CC(=O)O